cumenylcyclopentadienyliron(II) hexafluorophosphate F[P-](F)(F)(F)(F)F.C1(=C(C=CC=C1)[Fe]C1C=CC=C1)C(C)C